ClC1=NC2=C(N1C)C=CC(=C2)C2=CC=C(C=C2)N2CCNC(C2)C2=NC=CC=C2S(=O)(=O)C 2-chloro-5-(4-(5-(methylsulfonylpyridin-2-yl)piperazin-1-yl)phenyl)-1-methyl-1H-benzo[d]imidazole